P(=O)(=O)OC(C(=O)[O-])C Phospholactate